(S)-4-(3-azido-4-chlorophenyl)-2,2-dimethyl-oxazolidine-3-carboxylic acid tert-butyl ester C(C)(C)(C)OC(=O)N1C(OC[C@@H]1C1=CC(=C(C=C1)Cl)N=[N+]=[N-])(C)C